tert-butyl N-[(2S)-5-[(tert-butyldiphenylsilyl)oxy]-1-hydroxypentan-2-yl]carbamate [Si](C1=CC=CC=C1)(C1=CC=CC=C1)(C(C)(C)C)OCCC[C@@H](CO)NC(OC(C)(C)C)=O